BrC1COCCO1 6-bromo-1,4-dioxane